(E)-1-(2-hydroxy-3-methoxy-5-(4-methoxystyryl)phenyl)prop-2-yn-1-one OC1=C(C=C(C=C1OC)\C=C\C1=CC=C(C=C1)OC)C(C#C)=O